N,N-dimethyl-1-(6-vinyl-3-pyridinyl)methylamine CN(C)CC=1C=NC(=CC1)C=C